(5-(4-fluoro-2-(3-hydroxy-3-methylbutyl)phenoxy)pyrimidin-4-yl)-2,7-diazaspiro[4.4]nonane-2-carboxylic acid tert-butyl ester C(C)(C)(C)OC(=O)N1C(C2(CC1)CNCC2)C2=NC=NC=C2OC2=C(C=C(C=C2)F)CCC(C)(C)O